COC1=CC(=C(C(=O)O)C=C1OC)[N+](=O)[O-] 4,5-dimethoxy-2-nitro-benzoic acid